Heptadecan-9-yl 8-((3-((4-(methylamino)-1-oxido-1,2,5-thiadiazol-3-yl)amino)propyl)(8-oxo-8-(undecan-3-yloxy)octyl)amino)octanoate CNC=1C(=NS(N1)=O)NCCCN(CCCCCCCC(=O)OC(CCCCCCCC)CCCCCCCC)CCCCCCCC(OC(CC)CCCCCCCC)=O